N-[5-iodo-7-(2-methylpropyl)imidazo[4,3-f][1,2,4]triazin-2-yl]-1-methanesulfonylpiperidin-4-amine IC=1N=C(N2N=C(N=CC21)NC2CCN(CC2)S(=O)(=O)C)CC(C)C